N-(4-(((3R,4S,SR)-3,4-dihydroxy-5-methoxy-6,6-dimethyltetrahydro-2H-pyran-2-yl)oxy)-2-(pyridin-4-yl)phenethyl)acetamide O[C@H]1[C@H](OC(C([C@H]1O)OC)(C)C)OC1=CC(=C(CCNC(C)=O)C=C1)C1=CC=NC=C1 |&1:2|